S1C2=C(C=C1)C(=CC=C2)N2CCN(CC2)CCCCOC2=CC=C1C=CC(N(C1=C2)C(=O)OCCCCCCC)=O heptyl 7-(4-(4-(benzo[b]thiophen-4-yl)piperazin-1-yl)butoxy)-2-oxoquinoline-1(2H)-carboxylate